4,5-dihydro-1H-1,2,4-triazole N1N=CNC1